C1(CCCCC1)OC(=O)N1C2CN(CC1CC2)CC2=C(N=C1N2C=CC=C1)C1=CC=C(C=C1)Cl Cyclohexyl-3-{[2-(4-chlorophenyl)imidazo[1,2-a]pyridin-3-yl]methyl}-3,8-diazabicyclo[3.2.1]octane-8-carboxylate